fluorobutyl-sulfophthalimide FCCCCC=1C(=C2C(C(=O)NC2=O)=CC1)S(=O)(=O)O